2-(1H-Benzo[d][1,2,3]triazol-1-yl)-2-(((benzyloxy)carbonyl)amino)acetic acid N1(N=NC2=C1C=CC=C2)C(C(=O)O)NC(=O)OCC2=CC=CC=C2